C(N(N)C1=NC=CC=N1)([2H])([2H])[2H] 2-(1-(methyl-d3)hydrazino)pyrimidine